dimethoxy(3-glycidyloxypropyl)methylsilane CO[Si](C)(CCCOCC1CO1)OC